2-(4-(methylsulfonyl)phenyl)imidazo[1,2-a]pyridine CS(=O)(=O)C1=CC=C(C=C1)C=1N=C2N(C=CC=C2)C1